O=C1NC(CCC1N1C(C2=CC=C(C=C2C1)NCC=1C=NN(C1)CCC(=O)O)=O)=O 3-[4-[[[2-(2,6-dioxo-3-piperidyl)-1-oxo-isoindolin-5-yl]amino]methyl]pyrazol-1-yl]propanoic acid